2-(8-Azabicyclo[3.2.1]oct-8-yl)-N-(8-methoxy-4-methyl-2-oxo-1H-quinolin-6-yl)-5,7-dihydrofuro[3,4-b]pyridine-3-carboxamide C12CCCC(CC1)N2C2=C(C=C1C(=N2)COC1)C(=O)NC=1C=C2C(=CC(NC2=C(C1)OC)=O)C